C(C=C)(=O)OC12C(OC3CC(CC31)C2)=O acryloyloxy-3-oxatricyclo[4.2.1.04,8]Nonan-2-one